2-(1H-imidazol-1-yl)-6-methyl-5H-pyrrolo[3,2-d]pyrimidine N1(C=NC=C1)C=1N=CC2=C(N1)C=C(N2)C